NC1=NC=NC=2N(C3=C(C=C(C=C3C21)C=2C=NC(=NC2)C)C)CC(=O)N2[C@@H]1C[C@@]1(C[C@H]2C(=O)NC2=NC(=CC=C2)Cl)C (1R,3S,5R)-2-(2-(4-amino-8-methyl-6-(2-methylpyrimidin-5-yl)-9H-pyrimido[4,5-b]indol-9-yl)acetyl)-N-(6-chloropyridin-2-yl)-5-methyl-2-azabicyclo[3.1.0]hexane-3-carboxamide